4,7-Dibromo-2H-benzo[d][1,2,3]triazole BrC1=CC=C(C2=NNN=C21)Br